NOCCCCCN1C(=O)NC(=O)C=C1 1-[5-(aminooxy)pentyl]-uracil